2-oleoyl-sn-glycero-3-phosphocholine C(CCCCCCC\C=C/CCCCCCCC)(=O)O[C@H](CO)COP(=O)([O-])OCC[N+](C)(C)C